methyl 2-((1R,3s,5S)-3-((tert-butoxycarbonyl)amino)-8-azabicyclo[3.2.1]octan-8-yl)-acetate C(C)(C)(C)OC(=O)NC1C[C@H]2CC[C@@H](C1)N2CC(=O)OC